3-hydroxy-piperidine-1-carboxylate OC1CN(CCC1)C(=O)[O-]